Cl.NC=1C=C(C=C(C1)C#N)B(O)O 3-AMINO-5-CYANOBENZENEBORONIC ACID HYDROCHLORIDE